2,5-Dioxopyrrolidin-1-yl 1-[({endo-bicyclo[6.1.0]non-4-yn-9-ylmethoxy}carbonyl)amino]-3,6,9,12-tetraoxapentadecan-15-oate C12CCC#CCCC2C1COC(=O)NCCOCCOCCOCCOCCC(=O)ON1C(CCC1=O)=O